(2S,4R)-N-[(S)-(5-cyclopropyl-6-fluoropyridin-2-yl)(phenyl)methyl]-1-[(2S)-2-[(dimethylcarbamoyl)amino]propanoyl]-4-fluoropyrrolidine-2-carboxamide C1(CC1)C=1C=CC(=NC1F)[C@@H](NC(=O)[C@H]1N(C[C@@H](C1)F)C([C@H](C)NC(N(C)C)=O)=O)C1=CC=CC=C1